7-bromo-4-(1H-indol-3-yl)quinazoline BrC1=CC=C2C(=NC=NC2=C1)C1=CNC2=CC=CC=C12